C(C)(C)C1=C(NC2=CC=C(C=C12)C1CCN(CC1)C1CCOCC1)C=1C(=C(C(N(N1)C)=O)C)C 6-(3-isopropyl-5-(1-(tetrahydro-2H-pyran-4-yl)piperidin-4-yl)-1H-indol-2-yl)-2,4,5-trimethylpyridazin-3(2H)-one